methyl (1s,4s)-4-((E)-2-((dimethylamino)methylene)-3-oxobutanamido)cyclohexane-1-carboxylate CN(C)\C=C(\C(=O)NC1CCC(CC1)C(=O)OC)/C(C)=O